CN(C)C=C1C(C2=CC=CC=C2C1=O)=O (dimethylaminomethylene)indane-1,3-dione